tert-butyl N-[4-methyl-3-[[4-(methylcarbamoyl)benzoyl]amino]phenyl]carbamate CC1=C(C=C(C=C1)NC(OC(C)(C)C)=O)NC(C1=CC=C(C=C1)C(NC)=O)=O